OC1(CC(C1)C(=O)N1CC2(C1)C[C@H](CC2)CC2=CC(=CC=C2)OC(F)(F)F)C |r| (rac)-((1s,3s)-3-Hydroxy-3-methylcyclobutyl)(6-(3-(trifluoromethoxy)benzyl)-2-azaspiro[3.4]octan-2-yl)methanone